CC1=C(C=CC=C1N1C=C2C=CC(=CC2=C1)CNC1CCOCC1)C1=CC=CC=C1 2-(2-Methyl[1,1'-biphenyl]-3-yl)-5-(((tetrahydro-2H-pyran-4-yl)amino)methyl)isoindol